O=C1N(CCC(N1)=O)C1=CN=C2N1C=CC(=C2OC)C2CCN(CC2)C(=O)OC(C)(C)C Tert-butyl 4-[3-(2,4-dioxohexahydropyrimidin-1-yl)-8-methoxy-imidazo[1,2-a]pyridin-7-yl]piperidine-1-carboxylate